FC1=CC=C(C=C1)C=1OC(=C(N1)C(=O)NCCN1CCN(CC1)C)C1=C(C=CC=C1)[N+](=O)[O-] (4-fluorophenyl)-N-(2-(4-methylpiperazin-1-yl)ethyl)-5-(2-nitrophenyl)oxazole-4-carboxamide